2,6-dihydroxy-3'-methyl-4-pentyl-N-(pyrimidin-2-yl)-[1,1'-biphenyl]-3-sulfonamide OC1=C(C(=CC(=C1S(=O)(=O)NC1=NC=CC=N1)CCCCC)O)C1=CC(=CC=C1)C